ClC1=CC=2N(C(=C1)N1C[C@H]3CN(C([C@H]3C1)(C)C)S(=O)(=O)C)C=NC2 |r| Racemic-7-chloro-5-((3aR,6aS)-4,4-dimethyl-5-(methylsulfonyl)hexa-hydropyrrolo[3,4-c]pyrrol-2(1H)-yl)imidazo[1,5-a]pyridine